ClC1=CC=C2C(=NC(=NC2=C1)C=1C=CC(=NC1)N1C(COCC1)C)C 5-(7-chloro-4-methyl-Quinazolin-2-yl)pyridin-2-yl-3-methylmorpholine